2-Chloro-N-{2-[4-(difluoromethyl)-1,3-thiazol-5-yl]-2-[4-(pyridin-3-yloxy)piperidin-1-yl]ethyl}-6-fluorobenzamid ClC1=C(C(=O)NCC(N2CCC(CC2)OC=2C=NC=CC2)C2=C(N=CS2)C(F)F)C(=CC=C1)F